3-(bis(diisopropylamino)phosphinyloxy)propionitrile C(C)(C)N(C(C)C)P(=O)(OCCC#N)N(C(C)C)C(C)C